tert-butyl-1-(dimethoxymethyl)-3-(hydroxyimino)-8-azabicyclo[3.2.1]octane-8-carboxylate C(C)(C)(C)OC(=O)N1C2(CC(CC1CC2)=NO)C(OC)OC